ClC1=NC(=NC(=C1C#N)C1=CC=CC=C1)C=1C=NC=CC1 4-chloro-6-phenyl-2-(pyridin-3-yl)pyrimidine-5-carbonitrile